ClC1=NC=C2NC(N(C2=N1)C12CC3(CC(CC(C1)C3)C2)C(=O)N)=O 3-(2-chloro-8-oxo-7,8-dihydro-9H-purin-9-yl)adamantane-1-carboxamide